dimethyl-(diallyl)ammonium chloride [Cl-].C[N+](CC=C)(CC=C)C